ClC=1N=C(C=2N=C(N(C(C2N1)=O)C)C)C1=C(C=C(C=C1)F)F 6-chloro-8-(2,4-difluorophenyl)-2,3-dimethylpyrimido[5,4-d]pyrimidin-4(3H)-one